calcium(II) acrylate C(C=C)(=O)[O-].[Ca+2].C(C=C)(=O)[O-]